methyl 4-(1-(7-((4-methyl-3-(methylsulfonyl)benzamido)methyl)-1,6-naphthyridin-2-yl)piperidin-3-yl)benzoate CC1=C(C=C(C(=O)NCC2=NC=C3C=CC(=NC3=C2)N2CC(CCC2)C2=CC=C(C(=O)OC)C=C2)C=C1)S(=O)(=O)C